4-ethynyl-1-(oxan-4-yl)-1H-pyrazole C(#C)C=1C=NN(C1)C1CCOCC1